COC(=O)C=1C=CC2=C(N(C(=N2)CN2CC=3CN(CC3C2)C2=NC(=CC=C2)OCC2=C(C=C(C=C2)C#N)F)CCOC)C1 methyl-2-((5-(6-((4-cyano-2-fluorobenzyl)oxy)pyridin-2-yl)-3,4,5,6-tetrahydropyrrolo[3,4-c]pyrrol-2(1H)-yl)methyl)-1-(2-methoxyethyl)-1H-benzo[d]imidazole-6-carboxylate